2-fluoro-N,N-dimethylbenzamide FC1=C(C(=O)N(C)C)C=CC=C1